COC(C1=CC=C(C=C1)C1=C(N(C=2N=CN=C(C21)N)C)C=2C(=NC(=NC2)C#C[Si](C)(C)C(C)(C)C)C)=O 4-(4-Amino-6-(2-((tert-butyldimethylsilyl)ethynyl)-4-methylpyrimidin-5-yl)-7-methyl-7H-pyrrolo[2,3-d]pyrimidin-5-yl)benzoic acid methyl ester